(S)-5-chloro-4-(2,3-difluorophenyl)-N-(8-fluoro-4-oxo-2,3,4,5-tetrahydropyrido[3,2-b][1,4]oxazepin-3-yl)pyrimidine-2-carboxamide ClC=1C(=NC(=NC1)C(=O)N[C@@H]1C(NC2=C(OC1)C=C(C=N2)F)=O)C2=C(C(=CC=C2)F)F